4-chloro-2-{[(3S)-3-methylpiperidin-1-yl]methyl}-1-[(2-(trimethylsilyl)ethoxy)methyl]-1H,6H,7H-pyrrolo[2,3-c]pyridin-7-one ClC=1C2=C(C(NC1)=O)N(C(=C2)CN2C[C@H](CCC2)C)COCC[Si](C)(C)C